9H-fluoren-9-ylmethyl 3,3-difluoro-5-(p-tolylsulfonyloxy)piperidine-1-carboxylate FC1(CN(CC(C1)OS(=O)(=O)C1=CC=C(C=C1)C)C(=O)OCC1C2=CC=CC=C2C=2C=CC=CC12)F